7-Acetylquinoline-4-carboxylic acid methyl ester COC(=O)C1=CC=NC2=CC(=CC=C12)C(C)=O